FC=1C=C(CNC(=O)C2=CC=C(S2)C2=C(C(=NC(=C2C(=O)N)CC(C)C)CCC(F)F)C=2OC(=NN2)C)C=CC1F 4-(5-((3,4-difluorobenzyl)carbamoyl)thiophen-2-yl)-6-(3,3-difluoropropyl)-2-isobutyl-5-(5-methyl-1,3,4-oxadiazol-2-yl)nicotinamide